(dimethylphosphoryl)-2,8-dimethylpyrido[3,4-d]pyrimidin-4-amine CP(=O)(C)C1=CN=C(C=2N=C(N=C(C21)N)C)C